C(C)OC=1C=C(C=CC1C=1NC(C2=C(N1)NN=N2)=O)C2=CC(=CC=C2)CO 5-(3-ethoxy-3'-(hydroxymethyl)-[1,1'-biphenyl]-4-yl)-3,6-dihydro-7H-[1,2,3]triazolo[4,5-d]pyrimidin-7-one